C1(CCCCC1)C1=CC=C(C=C1)NC=1C2=C(N=C(N1)N(CCC1=NC=CC=C1)C)C(N(C2)C(C)C)=O 4-[(4-cyclohexylphenyl)amino]-2-{methyl-[2-(pyridin-2-yl)ethyl]amino}-6-(propan-2-yl)-5,6-dihydro-7H-pyrrolo[3,4-d]pyrimidin-7-one